(R)-2-(methoxymethyl)-4-(((trifluoromethyl)sulfonyl)oxy)-2,5-dihydro-1H-pyrrole-1-carboxylic acid tert-butyl ester C(C)(C)(C)OC(=O)N1[C@H](C=C(C1)OS(=O)(=O)C(F)(F)F)COC